S(=O)(=O)(OC(CCCCCC)CCCCC)[O-].[Na+] sodium 7-dodecyl sulfate